ClC1=CC=C(OCC(=O)NC23CC(C2)(C3)C=3OC(=NN3)[C@@H]3C[C@H](C3)OC(F)(F)F)C=C1 2-(4-chlorophenoxy)-N-(3-(5-(trans-3-(trifluoromethoxy)cyclobutyl)-1,3,4-oxadiazol-2-yl)bicyclo[1.1.1]pentan-1-yl)acetamide